(2R,4r,6S)-6-(4-(6-cyclopropyl-2,6-diazaspiro[3.3]heptane-2-carbonyl)phenyl)-7-((5-cyclopropyl-7-methyl-1H-indol-4-yl)methyl)-7-azaspiro[3.5]nonane-2-carbonitrile C1(CC1)N1CC2(CN(C2)C(=O)C2=CC=C(C=C2)[C@@H]2CC3(CC(C3)C#N)CCN2CC2=C3C=CNC3=C(C=C2C2CC2)C)C1